ClC1=NC=2C[C@@H](CCC2C(=N1)N1C[C@@H](N(CC1)C(=O)OCC1=CC=CC=C1)CC#N)N1CC(C2=CC=C(C=C12)F)(C)C Benzyl (S)-4-((R)-2-chloro-7-(6-fluoro-3,3-dimethylindolin-1-yl)-5,6,7,8-tetrahydroquinazolin-4-yl)-2-(cyanomethyl)piperazine-1-carboxylate